C1=NC(=C2C(=N1)N(C=N2)[C@H]3[C@@H]([C@@H]([C@H](O3)COP(=O)(CP(=O)(O)O)O)O)O)N α,β-methyleneadenosine 5'-diphosphate sodium salt